C(C)(C)(C)OC(=O)N(C=1SC(=C(N1)C(=O)OCC)CC1(CC1)CO[Si](C1=CC=CC=C1)(C1=CC=CC=C1)C(C)(C)C)C Ethyl 2-{[(tert-butoxy) carbonyl] (methyl) amino}-5-[(1-{[(tert-butyldiphenylsilyl) oxy] methyl} cyclopropyl) methyl]-1,3-thiazole-4-carboxylate